tert-butyl 4-((6-(1-methyl-1H-pyrazol-4-yl)pyrazolo[1,5-a]pyridin-4-yl)amino)hexahydrocyclopenta[c]pyrrole-2(1H)-carboxylate CN1N=CC(=C1)C=1C=C(C=2N(C1)N=CC2)NC2CCC1CN(CC12)C(=O)OC(C)(C)C